C(#N)[C@H](C[C@H]1C(NCCC1)=O)NC(=O)[C@@H]1[C@H]2C[C@H]2CN1C(=O)C=1NC2=CC=CC(=C2C1)OC (1S,2S,5R)-N-((S)-1-cyano-2-((S)-2-oxopiperidin-3-yl)ethyl)-3-(4-methoxy-1H-indole-2-carbonyl)-3-azabicyclo[3.1.0]hexane-2-carboxamide